6-(Tetrahydrofuran-2-ylmethylamino)-9-(tetrahydrofuran-2-yl)purin O1C(CCC1)CNC1=C2N=CN(C2=NC=N1)C1OCCC1